ClC=1C=C(C(=NC1)C(C)NC(C1=CC(=CC(=C1)OC[C@H]1COCC1)C=1SC(=CN1)C)=O)F N-[1-(5-Chloro-3-fluoropyridin-2-yl)ethyl]-3-(5-methyl-1,3-thiazol-2-yl)-5-[(3R)-tetrahydrofuran-3-ylmethoxy]benzamide